1-[3-acetyl-6-[6-keto-7,7-dimethyl-5-(6-methylpyridazin-3-yl)pyrrolo[2,3-f]benzimidazol-1-yl]-2-pyridyl]-5-methyl-pyrazole-3-carbonitrile C(C)(=O)C=1C(=NC(=CC1)N1C=NC2=C1C=C1C(=C2)N(C(C1(C)C)=O)C=1N=NC(=CC1)C)N1N=C(C=C1C)C#N